N-(5-((3-Fluorophenoxy)methyl)-2-methoxyphenyl)-3-methyl-2-oxopyrrolidine-3-carboxamide FC=1C=C(OCC=2C=CC(=C(C2)NC(=O)C2(C(NCC2)=O)C)OC)C=CC1